(1aR,5aR)-2-(2,4-Difluoro-phenyl)-1a,2,5,5a-tetrahydro-1H-2,3-diaza-cyclopropa[a]pentalene-4-carboxylic acid (benzo[1,3]dioxol-5-ylmethyl)-amide O1COC2=C1C=CC(=C2)CNC(=O)C=2C=1C[C@@H]3[C@H](C1N(N2)C2=C(C=C(C=C2)F)F)C3